tert.-Butyl-5-{[2-(4-chlorophenyl)imidazo[1,2-a]-pyridin-3-yl]methyl}-2,5-diazabicyclo[2.2.2]octan-2-carboxylat C(C)(C)(C)OC(=O)N1C2CN(C(C1)CC2)CC2=C(N=C1N2C=CC=C1)C1=CC=C(C=C1)Cl